BrC=1C(=C2C=3C(=NC=NC3C1)N(CCO2)CC2=CN=CN2C(C2=CC=CC=C2)(C2=CC=CC=C2)C2=CC=CC=C2)Cl 9-bromo-8-chloro-4-((1-trityl-1H-imidazol-5-yl)methyl)-5,6-dihydro-4H-[1,4]oxazepino[5,6,7-de]quinazoline